C1(CC1)C=1C=NN2C1N=C(C=C2NCC2=CC=C(C=C2)C2=NC=CC=C2)NCC2C(CNCC2)(F)F 3-cyclopropyl-N5-((3,3-difluoropiperidin-4-yl)methyl)-N7-(4-(pyridin-2-yl)benzyl)pyrazolo[1,5-a]pyrimidine-5,7-diamine